Rac-N,N'-(trans-cycloheptane-1,2-diyl)bis(4-nitrobenzenesulfonamide) [C@@H]1([C@@H](CCCCC1)NS(=O)(=O)C1=CC=C(C=C1)[N+](=O)[O-])NS(=O)(=O)C1=CC=C(C=C1)[N+](=O)[O-] |r|